(4S)-3-acryloyl-2,4-dimethyl-1-oxa-3,8-diazaspiro[4.5]decane-8-carboxylic acid tert-butyl ester C(C)(C)(C)OC(=O)N1CCC2([C@@H](N(C(O2)C)C(C=C)=O)C)CC1